BrC1=C(C(=CC=C1)CC(C1=CC=CC=C1)O)O 2-bromo-6-(2-hydroxy-2-phenylethyl)phenol